carboxymethyl-periodate C(=O)(O)COI(=O)(=O)=O